Cl.OC1CCN(CC1)CCNC(=O)C1=CC=CN2C1=NC=1C3=C(C=CC1C2=O)C=CC=C3 N-(2-(4-hydroxypiperidin-1-yl)ethyl)-7-oxo-7H-benzo[h]pyrido[2,1-b]quinazoline-12-carboxamide hydrochloride